tert-butyl 2-bromo-6-iodo-1H-benzo[d]imidazole-1-carboxylate BrC1=NC2=C(N1C(=O)OC(C)(C)C)C=C(C=C2)I